4-methyl-1-(4-nitrobenzyl)piperazin-2-one CN1CC(N(CC1)CC1=CC=C(C=C1)[N+](=O)[O-])=O